2-methyl-7-[2-[(2S)-2-methylazetidin-1-yl]-6,7-dihydro-5H-cyclopenta[d]pyrimidin-4-yl]-3H-quinazolin-4-one CC1=NC2=CC(=CC=C2C(N1)=O)C=1C2=C(N=C(N1)N1[C@H](CC1)C)CCC2